2-methoxybenzonitrile 2-isopropoxyethyl-6,7-dihydro-5H-pyrrolo[1,2-c]imidazole-5-carboxylate C(C)(C)OCCOC(=O)C1CCC=2N1C=NC2.COC2=C(C#N)C=CC=C2